(R)-N-(2,6-dioxopiperidin-3-yl)imidazo[1,5-a]pyridine O=C1NC(CC[C@H]1N1CN2C(C=CC=C2)=C1)=O